N1(CCNCCC1)C1=NC=2CN3[C@@H](CN(C[C@@H]3C2C=C1)C1=C2C=CC=NC2=C(C=C1)C#N)C 5-[(2S,6R)-11-(1,4-diazepan-1-yl)-6-methyl-4,7,10-triazatricyclo[7.4.0.02,7]trideca-1(9),10,12-trien-4-yl]quinoline-8-carbonitrile